1-methyl-4-N-[6-(trifluoromethyl)pyridin-3-yl]Pyrazolo[3,4-d]Pyrimidine-4,6-diamine CN1N=CC=2C1=NC(=NC2NC=2C=NC(=CC2)C(F)(F)F)N